Methyl (S)-3-(5-bromoquinolin-8-yl)-2-(2,6-dichlorobenzamido)propanoate BrC1=C2C=CC=NC2=C(C=C1)C[C@@H](C(=O)OC)NC(C1=C(C=CC=C1Cl)Cl)=O